2-(2-((4-(2-amino-7-bromothieno[3,2-d]pyrimidin-4-yl)-1H-1,2,3-triazol-1-yl)methyl)pyridin-4-yl)propan-2-ol phenanthren-3-yl-2-oxo-[1,4'-bipiperidine]-1'-carboxylate C1=CC(=CC=2C3=CC=CC=C3C=CC12)C1C(N(CCC1)C1CCN(CC1)C(=O)OC(C)(C)C1=CC(=NC=C1)CN1N=NC(=C1)C=1C2=C(N=C(N1)N)C(=CS2)Br)=O